N1,N2-di(4-methoxybenzyl)propane-1,2-diamine COC1=CC=C(CNCC(C)NCC2=CC=C(C=C2)OC)C=C1